C(C)N(C=1SC2=C(N1)C=CC(=C2)C2=NC(=NC=C2F)NC2=CC=C(C=N2)C(=O)N2CCN(CC2)C(C)C)CC (6-((4-(2-(diethylamino)benzothiazole-6-yl)-5-fluoropyrimidine-2-yl)amino)pyridine-3-yl)(4-isopropylpiperazine-1-yl)ketone